FC1(CC(C1)(CC1=NN=CN1C)C=1C=C(N)C=CC1)F 3-(3,3-difluoro-1-((4-methyl-4H-1,2,4-triazol-3-yl)methyl)-cyclobutyl)aniline